[Cu].[Pb].[Ni] Nickel-lead-copper